1-(2-(6,7-dihydro-5H-pyrrolo[1,2-a]imidazole-3-carbonyl)-2-azaspiro[3.3]heptan-6-yl)-3-(3-(trifluoromethyl)phenyl)urea N1=C2N(C(=C1)C(=O)N1CC3(C1)CC(C3)NC(=O)NC3=CC(=CC=C3)C(F)(F)F)CCC2